4-amino-7-chloro-2-oxo-1,2-dihydroquinolin-3-carbonitrile NC1=C(C(NC2=CC(=CC=C12)Cl)=O)C#N